O1C(=NC2=C1C=CC=C2)C2=CC=C(N)C=C2 4-(benzoxazol-2-yl)aniline